CN(C1(CCC2(CN(C(N2CCOC)=O)C=2C(=NC(=NC2)C#N)OC)CC1)C1=CC=CC=C1)C 5-[8-dimethylamino-1-(2-methoxy-ethyl)-2-oxo-8-phenyl-1,3-diazaspiro[4.5]decan-3-yl]-4-methoxy-pyrimidine-2-carbonitrile